tert-Butyl (S)-((2'-(3-amino-2-fluorophenyl)-3'-chloro-6-methoxy-[2,4'-bipyridin]-5-yl)methyl)((5-oxopyrrolidin-2-yl)methyl)carbamate NC=1C(=C(C=CC1)C1=NC=CC(=C1Cl)C1=NC(=C(C=C1)CN(C(OC(C)(C)C)=O)C[C@H]1NC(CC1)=O)OC)F